OC(CN(CCN(CC(C)O)CC(C)O)CC(C)O)C N,N,N',N'-Tetrakis(2-hydroxypropyl)ethylene-diamine